IC1=NN(C2=CC=CC(=C12)[N+](=O)[O-])C(=O)[O-] 3-iodo-4-nitro-indazole-1-carboxylate